2-amino-4-(4-chlorophenyl)-1-[2-methylbut-3-yn-2-yl]-1H-pyrrole-3-carbonitrile NC=1N(C=C(C1C#N)C1=CC=C(C=C1)Cl)C(C)(C#C)C